2-methyl-4-({4-[({3-[methyl(methylsulfonyl)amino]pyrazin-2-yl}methyl)amino]-5-(trifluoromethyl)pyrimidin-2-yl}amino)benzamide CC1=C(C(=O)N)C=CC(=C1)NC1=NC=C(C(=N1)NCC1=NC=CN=C1N(S(=O)(=O)C)C)C(F)(F)F